CC1C(C1C)C(=O)O 2,3-dimethyl-cyclopropanecarboxylic acid